tert-butyl (Z)-3-butyl-8-((3-ethoxy-2-fluoro-3-oxoprop-1-en-1-yl)oxy)-2-methyl-7-(methylthio)-3,4-dihydrobenzo[f][1,2,5]thiadiazepine-5(2H)-carboxylate 1,1-dioxide C(CCC)C1N(S(C2=C(N(C1)C(=O)OC(C)(C)C)C=C(C(=C2)O\C=C(\C(=O)OCC)/F)SC)(=O)=O)C